COC12CC3N(C(CC(C1)C3)C2)N 5-methoxy-2-azaadamantan-2-amine